(R)-4-(2-amino-3-phenylpropoxy)-2-methoxy-6-methylnicotinic acid benzyl ester C(C1=CC=CC=C1)OC(C1=C(N=C(C=C1OC[C@@H](CC1=CC=CC=C1)N)C)OC)=O